Acryloyloxypropylethyldimethoxysilane C(C=C)(=O)OCCC[Si](OC)(OC)CC